ClC1=C(C(=O)N(C)[C@H]2[C@H]3CC[C@@H](C2)N3C#N)C=CC(=C1)C1=NC(=CC=C1)C1(CC1)C#N 2-chloro-N-((1R,2R,4S)-7-cyano-7-azabicyclo[2.2.1]heptan-2-yl)-4-(6-(1-cyanocyclopropyl)-2-pyridinyl)-N-methylbenzamide